2-(Perfluorooctyl)ethanol FC(C(C(C(C(C(C(C(F)(F)F)(F)F)(F)F)(F)F)(F)F)(F)F)(F)F)(CCO)F